4-fluoro-N-{[3-fluoro-4-(propan-2-yl)phenyl](phenyl)methyl}-1-[2-(4-methyl-2,5-dioxopiperazin-1-yl)acetyl]pyrrolidine-2-carboxamide FC1CC(N(C1)C(CN1C(CN(C(C1)=O)C)=O)=O)C(=O)NC(C1=CC=CC=C1)C1=CC(=C(C=C1)C(C)C)F